F[C@@]12[C@@H](CNCC1)CN(C2=O)C2=CC(=C(C(=O)O)C(=C2)C)C 4-((3aS,7aR)-7a-fluoro-1-oxooctahydro-2H-pyrrolo[3,4-c]pyridin-2-yl)-2,6-dimethylbenzoic acid